C/C=C(\\C)/C(=O)O[C@H]1C[C@H]([C@]2(CO[C@@H]3[C@@H]2[C@]1([C@H]([C@]4([C@@H]3O[C@H]5C4=C([C@@H](C5)C6=COC=C6)C)C)CC(=O)OC)C)C)OC(=O)C The molecule is a limonoid with insecticidal activity isolated from Azadirachta indica. It has a role as an insect growth regulator, an antifeedant and a plant metabolite. It is an acetate ester, a member of furans, a limonoid, an organic heteropentacyclic compound and a methyl ester. It derives from a tiglic acid.